NN1C(CC(C1C1=CC=CC=C1)O[Si](C)(C)C(C)(C)C)=O amino-4-((tert-butyldimethylsilyl)oxy)-5-phenylpyrrolidin-2-one